diiodine ethylenediamine C(CN)N.[I].[I]